C(C)(C)(C)C1=C(C(=CC(=C1)Cl)C(C)(C)C)O 2,6-di-t-butyl-4-chlorophenol